C(#C)C1=CC(=C(N=N1)OCCN1CCCC1)C1=NC=2C=CC3=C(C2C=C1)C1=C(S3)C(N[C@@H](CN1)C)=O (R)-3-(6-ethynyl-3-(2-(pyrrolidin-1-yl)ethoxy)pyridazin-4-yl)-10-methyl-9,10,11,12-tetrahydro-8H-[1,4]diazepino[5',6':4,5]thieno[3,2-f]quinolin-8-one